(3R)-4-[7-(1-cyclopropyl-1,2,3,6-tetrahydropyridin-4-yl)-3-[3-methyl-1-(oxan-2-yl)-1H-pyrazol-5-yl]-[1,2]thiazolo[4,5-b]pyridin-5-yl]-3-methylmorpholine C1(CC1)N1CCC(=CC1)C1=C2C(=NC(=C1)N1[C@@H](COCC1)C)C(=NS2)C2=CC(=NN2C2OCCCC2)C